CC(=O)N[C@@H](CC1=CN(C=N1)C)C(=O)O The molecule is an N-acetyl-L-amino acid that is N-acetyl-L-histidine in which the hydrogen attached to position 1 on the imidazole ring has been replaced by a methyl group. It has a role as a human blood serum metabolite. It is a L-histidine derivative and a N-acetyl-L-amino acid. It is a conjugate acid of a N-acetyl-1-methyl-L-histidinate.